1-(9-((2R,4S,5R)-5-((bis(4-methoxyphenyl)(phenyl)methoxy)methyl)-4-hydroxytetrahydrofuran-2-yl)-8-oxo-8,9-dihydro-7H-purin-6-yl)-3-phenylurea COC1=CC=C(C=C1)C(OC[C@@H]1[C@H](C[C@@H](O1)N1C2=NC=NC(=C2NC1=O)NC(=O)NC1=CC=CC=C1)O)(C1=CC=CC=C1)C1=CC=C(C=C1)OC